3-(6-amino-1-(3-fluoro-2-(fluoromethyl)propyl)-1H-indol-3-yl)benzonitrile NC1=CC=C2C(=CN(C2=C1)CC(CF)CF)C=1C=C(C#N)C=CC1